COC=1C(=CC(=C(C1)N1CCN(CC1)C[C@@H]1CN(CC1)C(=O)OC(C)(C)C)C=1C=NN(C1)C)[N+](=O)[O-] tert-butyl (R)-3-((4-(5-methoxy-2-(1-methyl-1H-pyrazol-4-yl)-4-nitrophenyl) piperazin-1-yl)methyl)pyrrolidine-1-carboxylate